ClC1=NC=C(C(=N1)C=1NC2=CC=C(C=C2C1C)[N+](=O)[O-])C (2-chloro-5-methylpyrimidin-4-yl)-3-methyl-5-nitro-indole